C1N(CCC12CNCC2)C(CO)CO 2-(2,7-Diazaspiro[4.4]nonan-2-yl)propane-1,3-diol